5-methyl-azido-3-(3,5-dinitrophenyl)-1,2,4-oxadiazole CC1=NC(N(O1)N=[N+]=[N-])C1=CC(=CC(=C1)[N+](=O)[O-])[N+](=O)[O-]